ethyl 3-bromo-1-(3-chloropyridin-2-yl)-5-methyl-1H-pyrazole-4-carboxylate BrC1=NN(C(=C1C(=O)OCC)C)C1=NC=CC=C1Cl